CNCCCS(=O)(=O)O 3-(methylamino)propane-1-sulfonic acid